(R)-2-(2-chloro-5-methylpyrimidin-4-yl)-6-(3,4-difluorobenzyl)-5-(methoxymethyl)-2,4,5,6-tetrahydro-7H-pyrazolo[3,4-c]pyridin-7-one ClC1=NC=C(C(=N1)N1N=C2C(N([C@H](CC2=C1)COC)CC1=CC(=C(C=C1)F)F)=O)C